4-fluoroimidazolate FC=1N=C[N-]C1